8-chloro-2-methyl-5-[[2-[(E)-3-(5-methyl-6-oxo-1H-pyridazin-4-yl)allyl]-2-azaspiro[3.3]heptan-6-yl]methyl]phthalazin-1-one ClC=1C=CC(=C2C=NN(C(C12)=O)C)CC1CC2(CN(C2)C\C=C\C=2C=NNC(C2C)=O)C1